(2R,5R)-5-(aminomethyl)-2-(3-phenoxyphenyl)-1,4-thiazepan-3-one NC[C@@H]1NC([C@H](SCC1)C1=CC(=CC=C1)OC1=CC=CC=C1)=O